IC1=CC(=NC(=C1)N1CCOCC1)N[C@H](CO)C (2S)-2-[[4-iodo-6-(morpholin-4-yl)pyridin-2-yl]amino]propan-1-ol